(3R,5S)-3-((2-((S)-amino(4,4-difluorocyclohexyl)methyl)imidazo[1,2-b]pyridazin-6-yl)methyl)-5-(trifluoromethyl)pyrrolidin-2-one N[C@H](C=1N=C2N(N=C(C=C2)C[C@@H]2C(N[C@@H](C2)C(F)(F)F)=O)C1)C1CCC(CC1)(F)F